BrC1=CC=C(COC2=CC=C(C=C2)NC(C(C)(C)OC2=CC=C(C=C2)Cl)=O)C=C1 N-(4-((4-bromobenzyl)oxy)phenyl)-2-(4-chlorophenoxy)-2-methylpropanamide